C(C)OC1=CC=C(C=C1)C=1C(=NNN1)C=O 5-(4-Ethoxyphenyl)-2H-1,2,3-triazole-4-carbaldehyde